2-(4-amino-3-chlorophenyl)acetonitrile NC1=C(C=C(C=C1)CC#N)Cl